C(C)OCCOC1=NN(C=C1N)C1CCC(CC1)N1[C@H]2COC[C@@H]1CC2 3-(2-ethoxyethoxy)-1-[(1r,4r)-4-[(1r,5s)-3-oxa-8-azabicyclo[3.2.1]oct-8-yl]cyclohexyl]-1H-pyrazol-4-amine